(S)-N-((S)-1-(2-chloroacetamido)-3-phenylpropan-2-yl)-3-(6-chlorobenzo[d]thiazol-2-yl)-2-propionamidopropionamide ClCC(=O)NC[C@H](CC1=CC=CC=C1)NC([C@H](CC=1SC2=C(N1)C=CC(=C2)Cl)NC(CC)=O)=O